(5Z)-3-methyl-5-[(2-methylindazol-5-yl)methylene]-2-thioxo-imidazolidin-4-one CN1C(N\C(\C1=O)=C/C1=CC2=CN(N=C2C=C1)C)=S